C(C)(C)(C)OC(=O)N1CCCCC1 tert-butoxycarbonyl-piperidine